CC(C[C@H](CC(=O)N)C1=CC=CC=C1)C (R)-5-methyl-3-phenylhexanamide